(5-fluoro-4-(((1R,4S)-4-(hydroxymethyl)-3-oxabicyclo[3.1.0]hexan-1-yl)amino)-1H-pyrrolo[2,3-b]pyridin-3-yl)(4-(2-fluorophenoxy)-2-methylphenyl)methanone FC=1C(=C2C(=NC1)NC=C2C(=O)C2=C(C=C(C=C2)OC2=C(C=CC=C2)F)C)N[C@]21CO[C@@H](C1C2)CO